C[C@@H]1[C@@H](C1)CO (cis-2-methylcyclopropyl)methanol